2-hydroxy-4-(methylthio)butyryl-CoA OC(C(=O)SCCNC(CCNC([C@@H](C(COP(OP(OC[C@@H]1[C@H]([C@H]([C@@H](O1)N1C=NC=2C(N)=NC=NC12)O)OP(=O)(O)O)(=O)O)(=O)O)(C)C)O)=O)=O)CCSC